FC=1C=C(C(=C(C1)NC(=O)N1CC(C1)OC(C)C)C)B1OC(C(O1)(C)C)(C)C N-(5-fluoro-2-methyl-3-(4,4,5,5-tetramethyl-1,3,2-dioxaborolan-2-yl)phenyl)-3-isopropoxyazetidine-1-carboxamide